α-L-galactosamine O[C@H]1[C@@H](N)[C@H](O)[C@H](O)[C@@H](O1)CO